3β-acetoxy-17-(3-pyridyl)androsta-5,14,16-triene C(C)(=O)O[C@@H]1CC2=CC[C@H]3C4=CC=C([C@@]4(C)CC[C@@H]3[C@]2(CC1)C)C=1C=NC=CC1